C(C)(C)(C)OC(CC[C@@H](C(=O)N)N1C(C2=CC=C(C=C2C1)C1=NC(=CC(=C1C#N)C(C)C)N)=O)=O (S)-5-amino-4-(5-(6-amino-3-cyano-4-isopropylpyridin-2-yl)-1-oxoisoindolin-2-yl)-5-oxopentanoic acid tert-butyl ester